N-(2-cyanobenzo[d]thiazol-6-yl)-2-((4-methoxyphenyl)carbamothioyl)hydrazine-1-carboxamide C(#N)C=1SC2=C(N1)C=CC(=C2)NC(=O)NNC(NC2=CC=C(C=C2)OC)=S